1-trimethylsilyl-1-propyn C[Si](C#CC)(C)C